methyl 2,2,3,3,3-pentafluoropropyl ether FC(COC)(C(F)(F)F)F